1,2-bis(vinylsulfonyl)ethane C(=C)S(=O)(=O)CCS(=O)(=O)C=C